NCC1=C(C=C(C=C1OC)C=1C(=C(C=CC1)C1=C(C(=CC=C1)C(=O)NC1=NC=CC=C1)C)C)F 4''-(aminomethyl)-3''-fluoro-5''-methoxy-2,2'-dimethyl-N-(pyridin-2-yl)-[1,1':3',1''-terphenyl]-3-carboxamide